N[C@@H](CS)C(=O)NC(CCS(=O)(=O)O)([2H])[2H] 3-((L-cysteinyl)amino)-3,3-dideutero-1-propanesulfonic acid